N-(1-methyl-3-(pyridin-2-yl)-1H-pyrazol-4-yl)-2'-(trifluoromethyl)-[2,4'-bipyridine]-6-carboxamide CN1N=C(C(=C1)NC(=O)C1=CC=CC(=N1)C1=CC(=NC=C1)C(F)(F)F)C1=NC=CC=C1